(2-amino-6-(4-methyl-1H-indol-5-yl)imidazo[1,2-a]pyridin-3-yl)((1r,2s)-2-fluorocyclopropyl)methanone NC=1N=C2N(C=C(C=C2)C=2C(=C3C=CNC3=CC2)C)C1C(=O)[C@@H]1[C@H](C1)F